C(C)(C)(C)OC(NC1=CC=C(C=C1)C(=O)C1=CC=C(C=C1)C1=CC=C(C=C1)F)=O (4-(4'-fluoro-[1,1'-biphenyl]-4-carbonyl)phenyl)carbamic acid tert-butyl ester